rel-2-((3R,4R)-4-((4-(ethyl((5-(trifluoromethyl)pyridin-2-yl)methyl)amino)-7H-pyrrolo[2,3-d]pyrimidin-7-yl)methyl)-3-hydroxypiperidin-1-yl)acetamide C(C)N(C=1C2=C(N=CN1)N(C=C2)C[C@@H]2[C@H](CN(CC2)CC(=O)N)O)CC2=NC=C(C=C2)C(F)(F)F |o1:13,14|